OC(CNC1=NC2=CC=C(C=C2C(N1C([2H])([2H])C=1C=NN(C1)C)=O)S(=O)(=O)NC1(CC1)C)C#C 2-[(2-hydroxybut-3-yn-1-yl)amino]-N-(1-methylcyclopropyl)-3-[(1-methylpyrazol-4-yl)(2H2)methyl]-4-oxoquinazoline-6-sulfonamide